C1(CC1)C1=C(C(=NO1)C1=C(C=CC=C1Cl)Cl)NCC12COC(CC1)(CC2)C2=CC=C(C(=O)OC)C=C2 methyl 4-(4-(((5-cyclopropyl-3-(2,6-dichlorophenyl)isoxazol-4-yl)amino)methyl)-2-oxabicyclo[2.2.2]octan-1-yl)benzoate